CN1C(=NC=C1C(C)OC=1C=NC2=CC(=NC(=C2C1)OC1CCC(CC1)NC1=NC=C(C=N1)N1CCN(CC1)C)N1CCOCC1)[N+](=O)[O-] N-[4-[[3-[1-(3-methyl-2-nitro-imidazol-4-yl)ethoxy]-7-morpholino-1,6-naphthyridin-5-yl]oxy]cyclohexyl]-5-(4-methylpiperazin-1-yl)pyrimidin-2-amine